(4-Fluoropiperidin-1-yl)-5-(trifluoromethyl)aniline FC1CCN(CC1)NC1=CC=CC(=C1)C(F)(F)F